FC1=CC(=C(C=C1)C1=CN=C2SC(=NN21)N2CCC1(CNCCN1)CC2)OC 5-(4-fluoro-2-methoxyphenyl)-2-(1,4,9-triazaspiro[5.5]undecan-9-yl)imidazo[2,1-b][1,3,4]thiadiazole